C(C)(C)(C)NC(=O)C=1C(=CC2=C(OC[C@@H](N2C(=O)OC(C)(C)C)C)N1)CC1=CC=C(C=C1)F tert-butyl (S)-6-(tert-butylcarbamoyl)-7-(4-fluorobenzyl)-2-methyl-2,3-dihydro-1H-pyrido[2,3-b][1,4]oxazine-1-carboxylate